dipentaerythritol tetra-behenate C(CCCCCCCCCCCCCCCCCCCCC)(=O)OCC(COC(CCCCCCCCCCCCCCCCCCCCC)=O)(COCC(COC(CCCCCCCCCCCCCCCCCCCCC)=O)(COC(CCCCCCCCCCCCCCCCCCCCC)=O)CO)CO